2-ethyl-1-(fluorosulfonyl)-3,4-dimethyl-1H-imidazole trifluoromethanesulfonate FC(S(=O)(=O)O)(F)F.C(C)C1N(C=C(N1C)C)S(=O)(=O)F